PERFLUORo-(2-METHYLEN-4-METHYL-1,3-DIOXOLAN) FC1(OC(OC1(F)F)=C(F)F)C(F)(F)F